2-(2-hydroxyethoxy)ethyl dodecanoate C(CCCCCCCCCCC)(=O)OCCOCCO